(S)-(3-(3-(5-chloropyridin-2-yloxy)pyrrolidin-1-yl)-6-(2-ethylphenyl)pyridin-2-yl)methanol ClC=1C=CC(=NC1)O[C@@H]1CN(CC1)C=1C(=NC(=CC1)C1=C(C=CC=C1)CC)CO